3-benzyl-(1s,3s,4s,5r,6s)-6-(cyclopropylmethyl)-5-fluoro-2-azabicyclo[2.2.2]octane-2,3-dicarboxylic acid C(C1=CC=CC=C1)[C@@]1(N([C@@H]2[C@@H]([C@H]([C@H]1CC2)F)CC2CC2)C(=O)O)C(=O)O